COC=1C=CC=2N(C3=CC=C(C=C3C2C1)OC)CC1=CC=C(CCP(OCC)(OCC)=O)C=C1 diethyl (4-((3,6-dimethoxy-9H-carbazol-9-yl)methyl)phenethyl)phosphonate